11',12'-DIMETHYL-3,4-DIHYDRO-2H,15'H-SPIRO[NAPHTHALENE-1,22'-[20]OXA[13]THIA[1,14]DIAZATETRACYCLO[14.7.2.0~3,6~.0~19,24~]PENTACOSA[8,16,18,24]TETRAEN]-15'-ONE 13',13'-DIOXIDE CC1CC=CCC2CCC2CN2CC3(COC4=CC=C(C(NS(C1C)(=O)=O)=O)C=C24)CCCC2=CC=CC=C23